2-(2-fluorophenyl)-6,7-dihydro-5H-pyrazolo[5,1-b][1,3]oxazine-3-carboxylic acid ethyl ester C(C)OC(=O)C=1C(=NN2C1OCCC2)C2=C(C=CC=C2)F